4-ethynyl-α,α,α-trifluorotoluene C(#C)C1=CC=C(C(F)(F)F)C=C1